1,1-di(tert-amylperoxy)cyclohexane tris(2-ethylhexyl)benzene-1,2,4-tricarboxylate C(C)C(CC=1C(=C(C(=C(C1C(=O)O)C(=O)O)CC(CCCC)CC)C(=O)O)CC(CCCC)CC)CCCC.C(C)(C)(CC)OOC1(CCCCC1)OOC(C)(C)CC